Pentyl 4-((2-(1-(N-(2-(dinonylamino)ethyl)-N-nonylglycyl)piperidin-4-yl)ethyl)(nonyl)amino)butanoate C(CCCCCCCC)N(CCN(CC(=O)N1CCC(CC1)CCN(CCCC(=O)OCCCCC)CCCCCCCCC)CCCCCCCCC)CCCCCCCCC